C(C)(C)C1=C(C=C(C=C1)C)NC(=S)N 1-(2-isopropyl-5-methylphenyl)thiourea